CC1(NC(=O)C2=NC=NC2=N1)NC 2,N2-dimethylguanine